C(C)N(C1=CC(=C(C(=O)C2=C(C(=O)O)C=CC=C2)C=C1)O)CC 2-(4'-diethylamino-2'-hydroxybenzoyl)benzoic acid